2-(trifluoromethyl)-5H,6H,7H,8H-imidazo[1,2-a]pyridin-8-amine FC(C=1N=C2N(CCCC2N)C1)(F)F